N-(4-(5-acetyl-2-(4-fluorophenyl)-4,5,6,7-tetrahydropyrazolo[1,5-a]pyrazin-3-yl)pyridin-2-yl)-2-(4-fluorophenyl)acetamide C(C)(=O)N1CC=2N(CC1)N=C(C2C2=CC(=NC=C2)NC(CC2=CC=C(C=C2)F)=O)C2=CC=C(C=C2)F